4-hydroxy-1-(4-methoxybenzyl)-1H-1,2,3-triazole-5-carboxylic acid ethyl ester C(C)OC(=O)C1=C(N=NN1CC1=CC=C(C=C1)OC)O